CC1=C(OC(C(=O)OCC)(C)C)C(=CC(=C1)C(CC)N1N=CN(C1=O)C1=CC=C(C=C1)OC(F)(F)F)C Ethyl 2-(2,6-dimethyl-4-(1-(5-oxo-4-(4-(trifluoromethoxy) phenyl)-4,5-dihydro-1H-1,2,4-triazol-1-yl) propyl) phenoxy)-2-methylpropionate